ClC1=CN=C2C(=N1)N(N=C2C(F)(F)F)CC 6-chloro-1-ethyl-3-(trifluoromethyl)-1H-pyrazolo[3,4-b]pyrazine